2-((4,4-difluorocyclohexyl)amino)-6-(4-methylthiazol-2-yl)pyrimidine-4-carboxylic acid FC1(CCC(CC1)NC1=NC(=CC(=N1)C(=O)O)C=1SC=C(N1)C)F